3-(7-fluoro-1-methyl-4-oxo-pyrazolo[4,3-c]quinolin-5-yl)-N-(2-fluoro-4-trimethylstannyl-phenyl)propanamide FC=1C=CC=2C3=C(C(N(C2C1)CCC(=O)NC1=C(C=C(C=C1)[Sn](C)(C)C)F)=O)C=NN3C